tert-butyl N-[4-[[(1S)-1-(4-chlorophenyl)-3-piperazin-1-yl-propyl]carbamoyl]-1-(7H-pyrrolo[2,3-d]pyrimidin-4-yl)-4-piperidyl]carbamate ClC1=CC=C(C=C1)[C@H](CCN1CCNCC1)NC(=O)C1(CCN(CC1)C=1C2=C(N=CN1)NC=C2)NC(OC(C)(C)C)=O